(R)-1-(3-(3-chloro-4-(9-((4-(difluoromethyl)pyridin-2-yl)methyl)-6-(1-methylcyclopropoxy)-9H-purin-8-yl)phenoxy)propyl)pyrrolidin-3-ol ClC=1C=C(OCCCN2C[C@@H](CC2)O)C=CC1C=1N(C2=NC=NC(=C2N1)OC1(CC1)C)CC1=NC=CC(=C1)C(F)F